(R)-2-((1H-pyrrolo[2,3-b]pyridin-5-yl)oxy)-4-(4-((4'-chloro-5,5-dimethyl-3,4,5,6-tetrahydro-[1,1'-biphenyl]-2-yl)methyl)-3-methylpiperazin-1-yl)benzoic acid N1C=CC=2C1=NC=C(C2)OC2=C(C(=O)O)C=CC(=C2)N2C[C@H](N(CC2)CC2=C(CC(CC2)(C)C)C2=CC=C(C=C2)Cl)C